1-(4-methoxyphenyl)-1H-thieno[2',3':4,5]benzo[1,2-d][1,2,3]triazole-4,8-dione COC1=CC=C(C=C1)N1N=NC2=C1C(C1=C(C2=O)SC=C1)=O